C(C1=CC=CC=C1)OC1=NC(=CC=C1C=1C=CC(=NC1)C=1CCN(CC1)C(=O)N1CCC(CC1)C(=O)OC(C)(C)C)OCC1=CC=CC=C1 tert-butyl 1-{5-[2,6-bis(benzyloxy)pyridin-3-yl]-3',6'-dihydro-2'H-[2,4'-bipyridine]-1'-carbonyl}piperidine-4-carboxylate